ClC1=CC(=C(C=C1I)NCC(=O)N1CCN(CC1)C(=O)OC(C)(C)C)OC tert-Butyl 4-(2-(4-chloro-5-iodo-2-methoxyphenylamino)acetyl)piperazine-1-carboxylate